N[C@H]1C2N(CC1CC2)C(=O)C=2C=CC=1N(C2)N=C(C1C)C1=CC=2C(=NC(=CC2)C2=CC=C3CNC(C3=C2)=O)N1CC1CC1 6-(2-(6-((7R)-7-amino-2-azabicyclo[2.2.1]heptane-2-carbonyl)-3-methylpyrazolo[1,5-a]pyridin-2-yl)-1-(cyclopropylmethyl)-1H-pyrrolo[2,3-b]pyridin-6-yl)isoindolin-1-one